OCCC=1N=CC=2N(C1)C=CC2C(=O)N 3-(2-hydroxyethyl)pyrrolo[1,2-a]pyrazine-8-carboxamide